[Ag].N#CO cyanic acid Silver